C(C1=CC=CC=C1)OC=1C(=C(C=CC1)NC1=NC2=C(C=CC=C2C=C1)Cl)C N-(3-(benzyloxy)-2-methylphenyl)-8-chloroquinolin-2-amine